2-(3-(6-(cyclobutylamino)pyridin-3-yl)-6-oxopyridazin-1(6H)-yl)-N-ethylacetamide C1(CCC1)NC1=CC=C(C=N1)C1=NN(C(C=C1)=O)CC(=O)NCC